citronellal hydrate O.CC(C)=CCCC(C)CC=O